C[Si](N(CC)CC)(N(CC)CC)N(CC)CC methyltris(N,N-diethylamino)silane